m-Fluoro-DL-phenylalanine FC=1C=C(C[C@H](N)C(=O)O)C=CC1 |r|